O1C2=C(NCC1)C=C(C=C2)C=2N=C(NC2C2=CC=NC=C2)N 4-(3,4-Dihydro-2H-benzo[b][1,4]oxazin-6-yl)-5-(pyridin-4-yl)-1H-imidazol-2-amine